(1r,5s,6s)-N-[6-(3-fluorophenyl)pyridazin-3-yl]-3-(tetrahydropyran-4-ylmethyl)-3-azabicyclo[3.1.0]hexane-6-amine FC=1C=C(C=CC1)C1=CC=C(N=N1)NC1[C@@H]2CN(C[C@H]12)CC1CCOCC1